C1(=CC=CC=C1)[B-](C1=CC=CC=C1)(C1=CC=CC=C1)C1=CC=CC=C1.C1(=CC=CC=C1)[P+](C1=CC=CC=C1)(C1=CC=CC=C1)C1=CC=CC=C1 tetraphenylphosphonium tetraphenyl-borate